CN(CCOC1=CC=C(NC=2N=CC3=C(N2)N(C(C(=C3)N3CCN(C2=C(C=CC=C32)C)C(C=C)=O)=O)CCO)C=C1)C 2-[4-[2-(dimethylamino)ethoxy]anilino]-8-(2-hydroxyethyl)-6-(5-methyl-4-prop-2-enoyl-2,3-dihydroquinoxalin-1-yl)pyrido[2,3-d]pyrimidin-7-one